NC1=NC=C(C(=N1)Cl)C=O 2-AMINO-4-CHLOROPYRIMIDINE-5-CARBOXALDEHYDE